2-(2-aminopyridin-4-yl)-N-(6-(4-(2,2-difluoroethyl)piperazin-1-yl)-2,2-dimethyl-2,3-dihydrobenzofuran-5-yl)oxazole-4-carboxamide NC1=NC=CC(=C1)C=1OC=C(N1)C(=O)NC=1C(=CC2=C(CC(O2)(C)C)C1)N1CCN(CC1)CC(F)F